CN1C(=NC(=C1)C(F)(F)F)C1=CC=C(C(NOC(C2=CC=C(C=C2)C=2N(C=C(N2)C(F)(F)F)C)=O)=N)C=C1 4-(1-methyl-4-(trifluoromethyl)-1H-imidazol-2-yl)-N-((4-(1-methyl-4-(trifluoromethyl)-1H-imidazol-2-yl)benzoyl)oxy)benzimidamide